4-nitro-2'-carboxymethoxychalcone [N+](=O)([O-])C1=CC=C(C=C1)\C=C\C(=O)C1=C(C=CC=C1)OCC(=O)O